5-(6-Chloro-5-((1S,2S)-2-(difluoromethyl)cyclopropyl)pyridazin-3-yl)pyrimidine-2,4(1H,3H)-dione ClC1=C(C=C(N=N1)C=1C(NC(NC1)=O)=O)[C@@H]1[C@H](C1)C(F)F